2-[4-[(1R)-3-[4-[6-[8-(1,3-benzothiazol-2-ylcarbamoyl)-3,4-dihydro-1H-isoquinolin-2-yl]-2-tert-butoxycarbonyl-3-pyridyl]-3-methyl-phenoxy]-1-methyl-propyl]-1-piperidyl]acetic acid S1C(=NC2=C1C=CC=C2)NC(=O)C=2C=CC=C1CCN(CC21)C2=CC=C(C(=N2)C(=O)OC(C)(C)C)C2=C(C=C(OCC[C@@H](C)C1CCN(CC1)CC(=O)O)C=C2)C